3-(4-aminophenyl)-1-tert-butyl-5-[(2-ethoxypyrimidin-4-yl)amino]-1H-pyrazole-4-carboxamide NC1=CC=C(C=C1)C1=NN(C(=C1C(=O)N)NC1=NC(=NC=C1)OCC)C(C)(C)C